3-bromo-5-chloro-chromen-4-one BrC1=COC2=CC=CC(=C2C1=O)Cl